[chloro(phenyl)methyl] carbonochloridate C(OC(C1=CC=CC=C1)Cl)(=O)Cl